N-((1r,4r)-4-acetamidocyclohexyl)-6-(2-fluoropyridin-3-yl)-4-(isopropylamino)pyrrolo[1,2-b]pyridazine-3-carboxamide C(C)(=O)NC1CCC(CC1)NC(=O)C1=C(C=2N(N=C1)C=C(C2)C=2C(=NC=CC2)F)NC(C)C